1-tert-butyl 4-ethyl (trans)-5-(4-[((benzyloxy)carbonyl)amino]phenyl)azepane-1,4-dicarboxylate C(C1=CC=CC=C1)OC(=O)NC1=CC=C(C=C1)[C@H]1[C@@H](CCN(CC1)C(=O)OC(C)(C)C)C(=O)OCC